CC1=CC=C(C=C1)S(=O)(=O)N1C=CC=2C(=NC=CC21)C(F)(F)F 1-(4-methylbenzenesulfonyl)-4-(trifluoromethyl)-1H-pyrrolo[3,2-c]pyridine